tetrasodium glutamic acid N,N-diacetic acid salt C(CN([C@@H](CCC(=O)[O-])C(=O)[O-])CC(=O)[O-])(=O)[O-].[Na+].[Na+].[Na+].[Na+]